3-amino-8-(6-methoxy-4-methyl-3,4-dihydro-2H-benzo[b][1,4]Oxazine-7-yl)-N-propylimidazo[1,2-a]pyridine-2-carboxamide NC1=C(N=C2N1C=CC=C2C=2C(=CC1=C(OCCN1C)C2)OC)C(=O)NCCC